O1C=CC2=C1C=CC(=C2)C[C@@H](C)NC (R)-1-(benzofuran-5-yl)-N-methylpropan-2-amine